2-[(1S,4S,5R)-5-[(3-cyclohexyl-5-cyclopropyl-1,2-oxazol-4-yl)methoxy]-2-azabicyclo[2.2.1]heptan-2-yl]-4-(trifluoromethoxy)-1,3-benzothiazole-6-carboxylic acid C1(CCCCC1)C1=NOC(=C1CO[C@H]1[C@@H]2CN([C@H](C1)C2)C=2SC1=C(N2)C(=CC(=C1)C(=O)O)OC(F)(F)F)C1CC1